COC1=CC=C(C2=CC=CC=C12)CCC1=CC(=CC=C1)OC 1-(4-methoxy-naphthalene-1-yl)-2-(3-methoxy-phenyl)ethane